3,5-di-tert-butylbenzyl carbamate C(N)(OCC1=CC(=CC(=C1)C(C)(C)C)C(C)(C)C)=O